N[C@H]1CN(C[C@@H](C1)F)C(=O)C1=CC2=C(N(C(=N2)C=2N(C3=CC(=CC=C3C2)C=2C(=C(C=CC2)O)Cl)CC2CC2)C)C(=C1)OC 3-(2-{5-[(3R,5R)-3-amino-5-fluoropiperidine-1-carbonyl]-7-methoxy-1-methyl-1H-1,3-benzodiazol-2-yl}-1-(cyclopropylmethyl)-1H-indol-6-yl)-2-chlorophenol